(2R,3S,5R)-5-(6-amino-2-fluoro-9H-purin-9-yl)-2-ethynyl-2-[(pentanoyloxy) methyl]oxolan-3-yl tridecanoate C(CCCCCCCCCCCC)(=O)O[C@@H]1[C@](O[C@H](C1)N1C2=NC(=NC(=C2N=C1)N)F)(COC(CCCC)=O)C#C